ClC=1C(=C(C=CC1)C#CC=1N(C(=C(N1)C(=O)N)C=1C=NC(=CC1)C)C)C 2-[2-(3-Chloro-2-methyl-phenyl)ethynyl]-1-methyl-5-(6-methyl-3-pyridyl)imidazole-4-carboxamide